ClC1=CC=C(C=C1)C1=NOC(=N1)NC=1C(=NC=CC1)C(=NO)N ((3-(4-chlorophenyl)-1,2,4-oxadiazol-5-yl)amino)-N'-hydroxypyridinecarboxamidine